NC(CNCCC[SiH](OCCOC)C)C N-(2-aminopropyl)-3-aminopropylmethylmethoxyethoxysilane